CNC(C1=C(C=CC=C1)SC1=CC=C2C(=NNC2=C1)\C=C\C1=NC=C(C=C1)OCC1CN(CC1)C)=O N-methyl-2-({3-[(E)-2-{5-[(1-methylpyrrolidin-3-yl)methoxy]pyridin-2-yl}vinyl]-1H-indazol-6-yl}thio)benzamide